FC(=C(F)F)C(C(C(C(F)(F)F)(F)F)(F)F)(F)F perfluorobutylethylene